2-methyl-N-[5-(5-methyl-1,3-oxazol-2-yl)-2,3-dihydro-1H-inden-1-yl]pyridine-4-carboxamide CC1=NC=CC(=C1)C(=O)NC1CCC2=CC(=CC=C12)C=1OC(=CN1)C